2-(2'-hydroxy-3-undecyl-5'-methylphenyl)benzotriazole Technetium [Tc].OC1=C(C=C(C=C1CCCCCCCCCCC)C)N1N=C2C(=N1)C=CC=C2